FC1=CC=CC2=C1N=C(S2)[C@H]2N(CCC1=C2N=CN1)C(=O)C1=C(N=CO1)CF (S)-(4-(4-fluorobenzo[d]thiazol-2-yl)-6,7-dihydro-1H-imidazo[4,5-c]pyridin-5(4H)-yl)(4-(fluoromethyl)oxazol-5-yl)methanone